(S)-4-fluoro-1-(2-fluorophenylmethyl)-N-(5-methyl-4-oxo-2,3,4,5-tetrahydropyrido[3,2-b][1,4]oxazepin-3-yl)-1H-pyrazole-3-carboxamide FC=1C(=NN(C1)CC1=C(C=CC=C1)F)C(=O)N[C@@H]1C(N(C2=C(OC1)C=CC=N2)C)=O